N1N=CC(=C1)C1=NC2=CC=C3C(=C2C2=C1COCC2)C=NN3 7-(1H-pyrazol-4-yl)-3,8,10,11-tetrahydropyrano[3,4-c]pyrazolo[4,3-f]quinoline